2,6-difluoro-N-hydroxybenzene-1-carbonimidoyl chloride FC1=C(C(=CC=C1)F)C(=NO)Cl